(morpholine-4-carbonyl)imidazo[1,5-a]pyridine-6-sulfonamide N1(CCOCC1)C(=O)C=1N=CN2C1C=CC(=C2)S(=O)(=O)N